FC(C(CC=1C=C(C=CC1)C(C(=O)O)(CCCC(CS(=O)(=O)CCO)(C)C)C)C(=O)OCC)F 2-(3-(2-(difluoromethyl)-3-ethoxy-3-oxopropyl)phenyl)-7-((2-hydroxyethyl)sulfonyl)-2,6,6-trimethylheptanoic acid